N-[5-(4-cyanophenyl)-4-fluoro-2-[rac-(3R,5S)-3,4,5-trimethylpiperazin-1-yl]phenyl]-6-oxo-4-(trifluoromethyl)-1H-pyridine-3-carboxamide C(#N)C1=CC=C(C=C1)C=1C(=CC(=C(C1)NC(=O)C1=CNC(C=C1C(F)(F)F)=O)N1C[C@H](N([C@H](C1)C)C)C)F |r|